C(CCCCCCC)(=O)OCC(C)OC(CCCCCCC)=O propylene glycol di-caprylate